O=C1NC(CCC1C1=NN(C2=CC(=CC=C12)[C@H]1C[C@@H](N(CC1)C(=O)OC(C)(C)C)C)C)=O tert-butyl (2s,4r)-4-[3-(2,6-dioxo-3-piperidinyl)-1-methyl-indazol-6-yl]-2-methyl-piperidine-1-carboxylate